ethyl 6-methoxy-4-[(3-methoxyphenyl)amino]-3-quinolinecarboxylate COC=1C=C2C(=C(C=NC2=CC1)C(=O)OCC)NC1=CC(=CC=C1)OC